ClC(C(=O)OC(C(F)(F)F)(C(F)(F)F)C1=CC=C(C=C1)OC)=C 1-(4-methoxyphenyl)-1-trifluoromethyl-2,2,2-trifluoroethyl α-chloroacrylate